ClC=1C=2N(C=CC1)C(=NN2)SCCCOC2=C(OC1=CC=CC=C1C2=O)C2=CC=C(C=C2)C 3-(3-((8-chloro-[1,2,4]triazolo[4,3-a]pyridin-3-yl)thio)propoxy)-2-(p-tolyl)-4H-chromen-4-one